13-methyl-7,14-dioxa-4,10,19,20-tetraazatetracyclo[13.5.2.12,6.018,21]tricosa-1(20),2,4,6(23),15,17,21-heptaene CC1CCNCCOC=2C=NC=C(C3=NNC4=CC=C(O1)C=C34)C2